octadecyl-benzamide C(CCCCCCCCCCCCCCCCC)C1=C(C(=O)N)C=CC=C1